7-bromo-5-(2-((3-methoxypropyl)amino)pyridin-4-yl)-1H-indazol-3-amine BrC=1C=C(C=C2C(=NNC12)N)C1=CC(=NC=C1)NCCCOC